1-(2-azaspiro[3.3]heptane-2-carbonyl)azetidin-3-yl-(1-(4-(2,6-dioxopiperidin-3-yl)-3,5-difluorophenyl)azetidin-3-yl)carbamate C1N(CC12CCC2)C(=O)N2CC(C2)N(C([O-])=O)C2CN(C2)C2=CC(=C(C(=C2)F)C2C(NC(CC2)=O)=O)F